BrCC=O 2-bromoethanon